FC1=CC=C(C=C1)C(=O)C1=C(C2=C(S1)C=C(C=C2)O)OC2=CC=C(C=C2)N[C@@H]2CN(CC2)CCCF (S)-(4-fluorophenyl)(3-(4-((1-(3-fluoropropyl)pyrrolidin-3-yl)amino)phenoxy)-6-hydroxybenzo[b]thiophen-2-yl)methanone